FC(C=1C=C(C(=O)N2C3=C(SCC2)C(=CN=C3)C3=CC=C(C=C3)C#N)C=CC1)(F)F 4-(4-(3-(Trifluoromethyl)benzoyl)-3,4-dihydro-2H-pyrido[4,3-b][1,4]thiazin-8-yl)benzeneNitrile